NC1=NC(=NC(=N1)Cl)N1CCC(CC1)C(=O)N1OCC[C@H]1C1=NC=CN=C1 [1-(4-Amino-6-chloro-1,3,5-triazin-2-yl)-4-piperidyl]-[(3S)-3-pyrazin-2-ylisoxazolidin-2-yl]methanone